N-(4-(bicyclo[3.1.1]heptan-3-ylamino)-3-fluoro-5-methylphenyl)-2-(3,3-diethyl-azetidin-1-yl)-5-ethyl-oxazole-4-carboxamide C12CC(CC(C1)C2)NC2=C(C=C(C=C2C)NC(=O)C=2N=C(OC2CC)N2CC(C2)(CC)CC)F